BrC1=C(C=C(N(C1=O)C1=C(C=CC=C1F)F)C)OCC1=C(C=C(C=C1)F)F 5-bromo-4-[(2,4-difluorobenzyl)oxy]-1-(2,6-difluorophenyl)-2-methyl-6-oxo-1,6-dihydropyridine